C1(C2C(C3C(C1OC(O2)O3)O)O)O 1,3,5-O-methylidyne-myo-inositol